tri-tert-butyl (5S,12S,16S)-5-[(3,4-dimethoxyphenyl)methyl]-1-(9H-fluoren-9-yl)-3,6,14-trioxo-2-oxa-4,7,13,15-tetraazaoctadecane-12,16,18-tricarboxylate COC=1C=C(C=CC1OC)C[C@H](NC(OCC1C2=CC=CC=C2C=2C=CC=CC12)=O)C(NCCCC[C@H](NC(N[C@@H](CCC(=O)OC(C)(C)C)C(=O)OC(C)(C)C)=O)C(=O)OC(C)(C)C)=O